1-(2-allyloxy-6-hydroxy-4-methoxymethoxy-phenyl)-ethanone C(C=C)OC1=C(C(=CC(=C1)OCOC)O)C(C)=O